O=C1NCCC(N1)=O 2,4-dioxotetra-hydropyrimidin